N[C@@H]1CN(CCC1)C1=C(C=NC(=C1)NC1=CC=C2C(=N1)N(N=C2)C(C)C)C=2C=NC(=CC2)N2CCNCC2 (S)-N-(4-(3-Aminopiperidin-1-yl)-6'-(piperazin-1-yl)-[3,3'-bipyridin]-6-yl)-1-isopropyl-1H-pyrazolo[3,4-b]pyridin-6-amine